2-(6-bromo-1-oxo-spiro[3H-isoquinolin-4,1'-cyclopentane]-2-yl)acetic acid BrC=1C=C2C(=CC1)C(N(CC21CCCC1)CC(=O)O)=O